(6-amino-5-methyl-3-pyridyl)-2-[(2S,5R)-5-methyl-2-(3-methylsulfonylphenyl)-1-piperidyl]-2-oxo-acetamide NC1=C(C=C(C=N1)NC(C(=O)N1[C@@H](CC[C@H](C1)C)C1=CC(=CC=C1)S(=O)(=O)C)=O)C